4-(2-(((R)-((S)-6-(1-methyl-1H-pyrazol-4-yl)-3,4-dihydro-2H-benzo[b][1,4]oxazin-2-yl)(phenyl)methyl)amino)ethyl)benzonitrile dihydrochloride Cl.Cl.CN1N=CC(=C1)C1=CC2=C(O[C@@H](CN2)[C@@H](C2=CC=CC=C2)NCCC2=CC=C(C#N)C=C2)C=C1